Methyl 6-chloro-2-ethylnicotinate ClC1=NC(=C(C(=O)OC)C=C1)CC